2,4,4-trimethylcyclohexane diisocyanate [N-]=C=O.[N-]=C=O.CC1CCCC(C1)(C)C